2-chloro-4-((5-cyclopropyl-3-(2-(trifluoromethoxy)phenyl)isoxazol-4-yl)methoxy)benzaldehyde ClC1=C(C=O)C=CC(=C1)OCC=1C(=NOC1C1CC1)C1=C(C=CC=C1)OC(F)(F)F